(3R)-3-amino-5-[(4-chlorophenyl)methyl]-7-[5-[[1,1-dimethyl-4-(2-prop-2-ynoxyethoxy)butyl]amino]-1,2,4-oxadiazol-3-yl]-8-fluoro-1,1-dioxo-2,3-dihydro-1lambda6,5-benzothiazepin-4-one N[C@H]1CS(C2=C(N(C1=O)CC1=CC=C(C=C1)Cl)C=C(C(=C2)F)C2=NOC(=N2)NC(CCCOCCOCC#C)(C)C)(=O)=O